Cl.Cl.C(C1=CC=CC=C1)N1C(=NC2=C1C=CC=C2)CCN 2-(1-benzyl-1H-benzo[d]imidazol-2-yl)ethan-1-amine dihydrochloride